NC=1C=C(C(=C(C1)C(C)NC1=CC(=NC2=CC=C(C=C12)C1(CCNCC1)C=O)C)F)C 4-(4-((1-(5-amino-2-fluoro-3-methylphenyl)ethyl)amino)-2-methylquinolin-6-yl)(piperidin-4-yl)methanone